OC=1C=C(C[C@H](NC)C(=O)O)C=CC1O 3-hydroxy-methyl-tyrosine